(S)-6-((4-((2-hydroxy-1-phenylethyl)amino)-5-(1,3,4-oxadiazol-2-yl)pyridin-2-yl)amino)-1-isopropyl-2-propyl-1,2-dihydro-3H-pyrazolo[3,4-b]pyridin-3-one OC[C@H](C1=CC=CC=C1)NC1=CC(=NC=C1C=1OC=NN1)NC1=CC=C2C(=N1)N(N(C2=O)CCC)C(C)C